NCCNN(NCCN)NCCN tri(2-aminoethyl-amino)amine